(S)-N-(8-(methylamino)-5-(5-(2-methylmorpholino)benzo[d]oxazol-2-yl)pyrido[3,4-c]pyridazin-3-yl)cyclopropanecarboxamide CNC1=NC=C(C2=C1N=NC(=C2)NC(=O)C2CC2)C=2OC1=C(N2)C=C(C=C1)N1C[C@@H](OCC1)C